N-[6-(5-chloro-1,3-benzoxazol-2-yl)spiro[3.3]heptan-2-yl]-5-sulfamoyl-furan-2-carboxamide ClC=1C=CC2=C(N=C(O2)C2CC3(CC(C3)NC(=O)C=3OC(=CC3)S(N)(=O)=O)C2)C1